(2S)-2-(difluoromethoxymethyl)pyrrolidine-1-carboxylic acid tert-butyl ester C(C)(C)(C)OC(=O)N1[C@@H](CCC1)COC(F)F